COC=1C=CC(=C2C=NN(C12)C1OCCCC1)NC(OC(C)(C)C)=O tert-butyl (7-methoxy-1-(tetrahydro-2H-pyran-2-yl)-1H-indazol-4-yl)carbamate